(3,5-dibromo-4-hydroxyphenyl)(2-ethyl-2,4,6,7-tetrahydropyrano[4,3-c]pyrazol-3-yl)methanone BrC=1C=C(C=C(C1O)Br)C(=O)C1=C2C(=NN1CC)CCOC2